2-(pyridin-2-yl)cyclopropane N1=C(C=CC=C1)C1CC1